1-(2-(2-benzyl-4-ethylphenoxy)ethyl)-4-methylpiperazine C(C1=CC=CC=C1)C1=C(OCCN2CCN(CC2)C)C=CC(=C1)CC